CC(CCC)CC(CC(CCC)C)C 4,6,8-trimethylundecane